1'-binaphthal C1(=CC=CC2=CC=CC=C12)C1(CC=CC2=CC=CC=C12)C=O